C(CCC)(=O)OCC(OC(CCCCCCCCCCCCCCCCC)=O)COC(CCC)=O 1,3-dibutyryl-2-stearoylglycerol